CC1=C(C=C(C(=O)NC=2C=NC=C(C2)C(F)(F)F)C=C1)CC1CN(C1)C=1C=NN2C1C=NC=C2 4-methyl-3-((1-(pyrazolo[1,5-a]pyrazin-3-yl)azetidin-3-yl)methyl)-N-(5-(trifluoromethyl)pyridin-3-yl)benzamide